6-(4-Hydroxy-6-methoxybenzylamino)-9-β-D-arabinofuranosylpurin OC1=CC=C(CNC2=C3N=CN(C3=NC=N2)[C@H]2[C@@H](O)[C@H](O)[C@H](O2)CO)C(=C1)OC